benzyl (R)-(1-(chlorosulfonyl)propan-2-yl)carbamate ClS(=O)(=O)C[C@@H](C)NC(OCC1=CC=CC=C1)=O